FC1=C(C=C(C2=C1CCO2)CC2=CC=C(C=C2)C=2N=CN(C2)C)C(=O)N[C@@H]2[C@H](COCC2)O 4-Fluoro-N-((3R,4S)-3-hydroxytetrahydro-2H-pyran-4-yl)-7-(4-(1-methyl-1H-imidazol-4-yl)benzyl)-2,3-dihydrobenzofuran-5-carboxamide